CC=1C=C(C=CC1OC1=CC=2N(C=C1)N=CN2)NC=2C1=C(N=CN2)C=CC(=N1)N[C@H]1CNCCC1 N4-(3-methyl-4-{[1,2,4]triazolo[1,5-a]pyridin-7-yloxy}phenyl)-N6-[(3R)-piperidin-3-yl]pyrido[3,2-d]pyrimidine-4,6-diamine